3-((2S,5S)-5-benzyl-3,6-dioxopiperazin-2-yl)propanoic acid C(C1=CC=CC=C1)[C@@H]1NC([C@@H](NC1=O)CCC(=O)O)=O